C(C)(C)(C)OC(=O)N1CCN(CC1)C(=O)N1CCC(CC1)[C@@H](N[S@@](=O)C(C)(C)C)C1=C(C=C(C(=C1)Cl)Cl)O.C1(CCCCC1)C(=O)NN Cyclohexanecarbohydrazide tert-butyl-4-[4-[(R)-(4,5-dichloro-2-hydroxyphenyl)([[(S)-2-methylpropane-2-sulfinyl]amino])methyl]piperidine-1-carbonyl]piperazine-1-carboxylate